tert-Butyl (3R)-3-({5-[2-chloro-5-(methoxycarbonyl)phenyl]-1-trityl-1H-indazol-3-yl}carbamoyl)piperidine-1-carboxylate ClC1=C(C=C(C=C1)C(=O)OC)C=1C=C2C(=NN(C2=CC1)C(C1=CC=CC=C1)(C1=CC=CC=C1)C1=CC=CC=C1)NC(=O)[C@H]1CN(CCC1)C(=O)OC(C)(C)C